benzyl (5S)-3-acetonyl-5-[(3-chloro-4-fluoro-phenyl)-methyl-carbamoyl]-2-oxo-imidazolidine-1-carboxylate C(C(=O)C)N1C(N([C@@H](C1)C(N(C)C1=CC(=C(C=C1)F)Cl)=O)C(=O)OCC1=CC=CC=C1)=O